Cl.Cl.N12CCNC(C(C1)O)CC2 (racemic)-1,4-diazabicyclo[3.2.2]nonan-6-ol dihydrochloride